C(C)(C)(C)N1N=CC(=N1)C(=O)NCC1=C(C=C(C=C1)C=1C=2N(C=C(N1)N1CCOCC1)N=CC2)C 2-(tert-butyl)-N-(2-methyl-4-(6-morpholinopyrazolo[1,5-a]pyrazin-4-yl)benzyl)-2H-1,2,3-triazole-4-carboxamide